C[C@H]1N(CCOC1)C=1N=C(C2=C(N1)SC(=N2)C2=CC=NN2C2OCCCC2)N2[C@H](COCC2)C (3R)-3-methyl-4-(7-((S)-3-methylmorpholino)-2-(1-(tetrahydro-2H-pyran-2-yl)-1H-pyrazol-5-yl)thiazolo[5,4-d]pyrimidin-5-yl)morpholine